Cl.C(#N)C=1C=CC=2COCC3CNCCC1C32 8-Cyano-3-oxa-12-azatricyclo[7.4.1.05,14]tetradeca-5(14),6,8-triene hydrochloride